O=C1NC(CCC1N1C(C2=CC=C(C=C2C1=O)NCCOC(C(=O)O)C)=O)=O 2-(2-((2-(2,6-dioxopiperidin-3-yl)-1,3-dioxoisoindolin-5-yl)amino)ethoxy)propionic acid